OC1CN(C1)C(=O)OC1CCC(CC1)C(N(CC12CCC(CC1)(CC2)C2=CC(=C(C=C2)OC)C)C2=NC=CC(=C2)C=2C=NN(C2)C(CC)(CC)CC)=O 4-((4-(1-(3-Ethylpentan-3-yl)-1H-pyrazol-4-yl)pyridin-2-yl)((4-(4-methoxy-3-methylphenyl)bicyclo[2.2.2]octan-1-yl)methyl)carbamoyl)cyclohexyl trans-3-hydroxyazetidine-1-carboxylate